ethyl (R)-3-(4-aminobicyclo[2.2.2]octan-1-yl)butyrate monohydrochloride Cl.NC12CCC(CC1)(CC2)[C@@H](CC(=O)OCC)C